2-(3-(2-oxabicyclo[2.2.2]octan-4-yl)-1H-pyrazol-1-yl)propanoic acid C12OCC(CC1)(CC2)C2=NN(C=C2)C(C(=O)O)C